N1(CCCCC1)CCCNC(=S)OC(C(=O)OCCCCCCCOC(CCCCCCCCCCC)=O)C(C(=O)OCCCCCCCOC(CCCCCCCCCCC)=O)OC(NCCCN1CCCCC1)=S bis(7-(dodecanoyloxy)heptyl) 2,3-bis(((3-(piperidin-1-yl)propyl)carbamothioyl)-oxy)succinate